C1(CC1)C1=NN(C=N1)C1CC2(CN(C2)C(=O)N2CC3(CN(C3)S(=O)(=O)CCC3=CC=C(C=C3)F)C2)C1 [6-(3-cyclopropyl-1,2,4-triazol-1-yl)-2-azaspiro[3.3]heptan-2-yl]-[2-[2-(4-fluorophenyl)ethylsulfonyl]-2,6-diazaspiro[3.3]heptan-6-yl]methanone